[C@H]12CN(C[C@H](CC1)N2)C2=NC(=NC1=C(C(=C(C=C21)F)C2=CNC1=CC=C(C(=C21)Cl)F)F)OCC21CCCN1CCC2 4-((1R,5S)-3,8-diazabicyclo[3.2.1]octan-3-yl)-7-(4-chloro-5-fluoro-1H-indol-3-yl)-6,8-difluoro-2-((tetrahydro-1H-pyrrolizin-7a(5H)-yl)methoxy)quinazoline